5,5-dibromo-7-((1R,3R)-3-((tert-butyldimethylsilyl)oxy)cyclohexyl)-2-chloro-5,7-dihydro-6H-pyrrolo[2,3-d]pyrimidin-6-one BrC1(C(N(C=2N=C(N=CC21)Cl)[C@H]2C[C@@H](CCC2)O[Si](C)(C)C(C)(C)C)=O)Br